CN1N=NN=C1NC(C1=C(N=C(C=C1)C(F)(F)F)COCC1NC(OC1)=O)=O N-(1-methyl-1H-tetrazol-5-yl)-2-(((2-oxooxazolidin-4-yl)methoxy)methyl)-6-(trifluoromethyl)nicotinamide